C(#N)C1=C(C=CC(=C1)F)[C@H]([C@H](C)C=1N(C(C(=C(N1)C(=O)NC=1C=NOC1)O)=O)C)C=1C(=NN(C1)CC)C 2-((1s,2s)-1-(2-cyano-4-fluorophenyl)-1-(1-ethyl-3-methyl-1H-pyrazol-4-yl)propan-2-yl)-5-hydroxy-N-(isoxazol-4-yl)-1-methyl-6-oxo-1,6-dihydropyrimidine-4-carboxamide